(4-hydroxyphenyl)-2H-acenaphthylene-1-one OC1=CC=C(C=C1)C1C(C=2C=CC=C3C=CC=C1C23)=O